COC(C)(C)C=1C=C(C2=C(N=C(O2)N2CC3CCCC(C2)N3C(=O)OC(C)(C)C)C1OC(F)(F)F)C=1SC=CN1 tert-Butyl 3-(5-(2-methoxypropan-2-yl)-7-(thiazol-2-yl)-4-(trifluoromethoxy)benzo[d]oxazol-2-yl)-3,9-diazabicyclo[3.3.1]nonane-9-carboxylate